C(#N)N1CC=2N=C(N=C(C2C1)C1=C(C(=O)N)C=CC=C1)NCC (6-cyano-2-(ethylamino)-6,7-dihydro-5H-pyrrolo[3,4-d]pyrimidin-4-yl)benzamide